4-iodo-6-(morpholin-4-yl)-N-[(3S)-oxolan-3-yl]pyridin-2-amine IC1=CC(=NC(=C1)N1CCOCC1)N[C@@H]1COCC1